5-((1S,5R)-1-(5-(1-(methyl-d3)piperidin-4-yl)-1,3,4-oxadiazol-2-yl)-5-(trifluoromethyl)-3-azabicyclo[3.1.0]hexan-3-yl)quinoline-8-carbonitrile C(N1CCC(CC1)C1=NN=C(O1)[C@@]12CN(C[C@]2(C1)C(F)(F)F)C1=C2C=CC=NC2=C(C=C1)C#N)([2H])([2H])[2H]